C1CCC2=C(C=3CCCC3C=C12)NC(=O)NS(=O)(=O)C1=CC(=C(O1)C)C(=O)OC methyl 5-(N-((1,2,3,5,6,7-hexahydro-s-indacen-4-yl)carbamoyl)sulfamoyl)-2-methylfuran-3-carboxylate